4-((R)-1-(3-(difluoromethyl)-2-fluorophenyl)ethyl)-2-methyl-N6-((S)-tetrahydrofuran-3-yl)pyrido[2,3-d]Pyrimidine-4,6-diamine FC(C=1C(=C(C=CC1)[C@@H](C)C1(C2=C(N=C(N1)C)N=CC(=C2)N[C@@H]2COCC2)N)F)F